FC=1C=C(C#N)C=CC1CC1CC2(CN(C2)C(=O)N2CC3(C2)CC(C3)C3=NC(=NN3)C3(CC3)O)C1 3-fluoro-4-[[2-[6-[3-(1-hydroxycyclopropyl)-1H-1,2,4-triazol-5-yl]-2-azaspiro[3.3]heptane-2-carbonyl]-2-azaspiro[3.3]heptan-6-yl]methyl]benzonitrile